3-fluoro-N-[4-fluoro-3-(5-{8-oxa-2-azaspiro[4.5]decan-2-yl}-2H-pyrazolo[3,4-b]pyridin-2-yl)phenyl]azetidine-1-carboxamide FC1CN(C1)C(=O)NC1=CC(=C(C=C1)F)N1N=C2N=CC(=CC2=C1)N1CC2(CC1)CCOCC2